C(C)(C)(C)NS(=O)(=O)C=1C=C(C=CC1)NC(=O)C1=NC=C(N=C1N1CCC2(CCOCC2)CC1)NC(CO)(C)C N-(3-(N-(tert-butyl)sulfamoyl)phenyl)-5-((1-hydroxy-2-methylpropan-2-yl)amino)-3-(3-oxa-9-azaspiro[5.5]undecan-9-yl)pyrazine-2-carboxamide